tert-butyl N-[(1R,2S)-1-benzyl-2-hydroxy-3-oxo-3-[[(1S)-2-phenyl-1-(1H-tetrazol-5-yl)ethyl]amino]propyl]carbamate C(C1=CC=CC=C1)[C@H]([C@@H](C(N[C@@H](CC1=CC=CC=C1)C1=NN=NN1)=O)O)NC(OC(C)(C)C)=O